(S)-N-(2,2-difluorocyclopropyl)-6-(4-(5-formylpyridin-2-yl)indolin-1-yl)-8-(methylamino)imidazo[1,2-b]pyridazine-3-carboxamide FC1([C@H](C1)NC(=O)C1=CN=C2N1N=C(C=C2NC)N2CCC1=C(C=CC=C21)C2=NC=C(C=C2)C=O)F